CC1=CC=C(C=C1)S(=O)(=O)O\N=C(\C1=NC=C(C=C1[S@](=O)CC)C(C)(C)C#N)/N [(Z)-[amino-[5-(1-cyano-1-methyl-ethyl)-3-[(R)-ethylsulfinyl]-2-pyridyl] methylene]amino] 4-methylbenzenesulfonate